NC1=CC=C(C=C1)C1=CC=C(C=C1)N diaminobiphenyl